2-methyl-5-chloro-4-isothiazolin CN1SC(=CC1)Cl